CN1CCC(CC1)CNC(=O)[C@@H]1CN(C[C@H](C1)C)C1=C2C=CC=NC2=C(C=C1)C(F)(F)F trans-5-Methyl-1-(8-trifluoromethyl-quinolin-5-yl)-piperidine-3-carboxylic acid (1-methyl-piperidin-4-ylmethyl)-amide